5-Chloro-N-((1R,4R)-4-(difluoromethoxy)cyclohexyl)-8-iodopyrido[4,3-d]pyrimidin-2-amine ClC1=NC=C(C=2N=C(N=CC21)NC2CCC(CC2)OC(F)F)I